2-CHLORO-4-HYDROXYPHENYLBORONIC ACID ClC1=C(C=CC(=C1)O)B(O)O